FC=1C=C2C(=CC1)N(CC21CCOCC1)C=1C2=C(N=CN1)C=CC(=N2)C=2C=C(C(=O)N(C)C)C=CC2 3-(4-(5-fluoro-2',3',5',6'-tetrahydrospiro[indoline-3,4'-pyran]-1-yl)pyrido[3,2-d]pyrimidin-6-yl)-N,N-dimethylbenzamide